COC1=CC=C(C=C1)NC1=NC=NC2=CC(=C(C=C12)OCC(=O)N(C)C)OC 2-(4-((4-methoxyphenyl)amino)-7-methoxyquinazolin-6-yl)-oxydimethylacetamide